2-chloro-4-(1H-pyrazol-4-yl)-7-((2-(trimethylsilyl)ethoxy)methyl)-7H-pyrrolo[2,3-d]pyrimidine ClC=1N=C(C2=C(N1)N(C=C2)COCC[Si](C)(C)C)C=2C=NNC2